Tetramethylene oxide C1CCCO1